1-cyano-N-{cis-1-(cyclobutanecarbonyl)-2-[(3'-fluoro[1,1'-biphenyl]-3-yl)methyl]pyrrolidin-3-yl}cyclopropane-1-carboxamide C(#N)C1(CC1)C(=O)N[C@@H]1[C@@H](N(CC1)C(=O)C1CCC1)CC=1C=C(C=CC1)C1=CC(=CC=C1)F